2-(2-phenoxyethoxy)ethanamine O(C1=CC=CC=C1)CCOCCN